C(C)(=O)N[C@@H](C=O)[C@@H](O)[C@@H](O)[C@H](O)CO 2-Acetamido-2-deoxy-D-galactose